C(CCCCCCCCCCC)C=1C=CC=C(C1)S(=O)(=O)[O-] 5-dodecylbenzenesulfonate